(S)-1'-(5-(2,3-dichlorophenyl)-6-methylpyrazin-2-yl)-5,7-dihydrospiro[cyclopenta[b]pyridine-6,4'-piperidin]-5-amine ClC1=C(C=CC=C1Cl)C=1N=CC(=NC1C)N1CCC2(CC1)[C@@H](C=1C(=NC=CC1)C2)N